C(C)OC(C(=O)C1CN(CC1=O)CC1=CC=CC=C1)=O 2-(1-benzyl-4-oxopyrrolidin-3-yl)-2-oxoacetic acid ethyl ester